ClC1=C(C=C(C=C1)NC(=O)N1CCC(CC1)N1C(NC2=C1C=CC=C2C=2C=NC(=CC2)CO)=O)OC N-(4-chloro-3-methoxyphenyl)-4-{4-[6-(hydroxymethyl)pyridin-3-yl]-2-oxo-2,3-dihydro-1H-1,3-benzodiazol-1-yl}piperidine-1-carboxamide